6-(2-chloro-2'-methyl-3'-((2-methylpyrido[3,2-d]pyrimidin-4-yl)amino)-[1,1'-biphenyl]-3-yl)-2-(trifluoromethyl)nicotinaldehyde ClC1=C(C=CC=C1C1=NC(=C(C=O)C=C1)C(F)(F)F)C1=C(C(=CC=C1)NC=1C2=C(N=C(N1)C)C=CC=N2)C